5-fluorobenzo[d]thiazole-6-carboxamide FC=1C(=CC2=C(N=CS2)C1)C(=O)N